diethyl-2,2-dimethylglutarate C(C)OC(C(CCC(=O)OCC)(C)C)=O